ClC1CC2(C(N(C3=NC=CC=C32)COCC[Si](C)(C)C)=O)CC1 3-chloro-2'-oxo-1'-((2-(trimethylsilyl)ethoxy)methyl)-1',2'-dihydroSpiro[cyclopentane-1,3'-pyrrolo[2,3-b]pyridine]